[OH-].OCC[N+](C)(C)C.[Na] sodium choline hydroxide